2-[4-(2-Hydroxymethyl-1-pyrrolidinyl)-6-[4-(1H-tetrazol-5-yl)-benzylamino]-pyrimidin-2-ylamino]-4-methyl-thiazole-5-carboxylic acid ethyl ester C(C)OC(=O)C1=C(N=C(S1)NC1=NC(=CC(=N1)N1C(CCC1)CO)NCC1=CC=C(C=C1)C1=NN=NN1)C